(S)-N-(2-(4-ethyl-4-hydroxy-3,14-dioxo-3,4,12,14-tetrahydro-1H-pyrano[3',4':6,7]indolizino[1,2-b]quinolin-11-yl)ethyl)-N-isopropylglycine C(C)[C@]1(C(OCC=2C(N3CC=4C(=NC=5C=CC=CC5C4CCN(CC(=O)O)C(C)C)C3=CC21)=O)=O)O